BrC1=C(C(=C(C(=O)O)C=C1)CBr)C 4-bromo-2-(bromomethyl)-3-methyl-benzoic acid